1-(2-((5-(pyrazolo[1,5-a]pyridin-5-yl)-7H-pyrrolo[2,3-d]pyrimidin-2-yl)amino)-7-azaspiro[3.5]nonan-7-yl)ethan-1-one N1=CC=C2N1C=CC(=C2)C2=CNC=1N=C(N=CC12)NC1CC2(C1)CCN(CC2)C(C)=O